C1(=CC=CC=C1)PC1=CC=CC=2C3=CC=CC=C3CC12 phenylphosphinofluorene